OCCCCCCN(C(=O)C1C[C@H](C([C@@H](C1)OCC(=O)O)OCC(=O)O)OCC(=O)O)C 2,2',2''-(((1R,2S,3R)-5-((6-hydroxyhexyl)(methyl)carbamoyl)cyclohexane-1,2,3-triyl)tris(oxy))triacetic acid